2-(4-chloro-phenoxy)-3-methyl-butan-1-ol ClC1=CC=C(OC(CO)C(C)C)C=C1